C(C)(C)(C)OC(=O)NCCC=1C=C(C=CC1)S(=O)O 3-{2-[(tert-butoxycarbonyl)amino]ethyl}benzenesulfinic acid